[Si](C)(C)(C(C)(C)C)OCCCCC(=O)O 5-(t-butyldimethylsilyloxy)pentanoic acid